ClC=1C=C(C=C(C1)F)[C@@H]1N(C[C@@H](CC1)C)C(C(=O)NC=1C=C(C=NC1)C(=O)N)=O 5-[[2-[(2R,5R)-2-(3-chloro-5-fluoro-phenyl)-5-methyl-1-piperidyl]-2-oxo-acetyl]amino]pyridine-3-carboxamide